Phenylbis(2,4,6-trimethylbenzyl)phosphine oxide C1(=CC=CC=C1)P(CC1=C(C=C(C=C1C)C)C)(CC1=C(C=C(C=C1C)C)C)=O